2,2'-(methylazanediyl)diacetic acid CN(CC(=O)O)CC(=O)O